CC1(CC1)NC(=O)C1=NC=NC=C1 N-(1-methylcyclopropyl)pyrimidine-4-carboxamide